Ethyl 4-{[2-methoxy-3-(1-methyl-1H-1,2,4-triazol-3-yl)phenyl]amino}-2-(pyridin-4-ylamino)pyrimidine-5-carboxylate COC1=C(C=CC=C1C1=NN(C=N1)C)NC1=NC(=NC=C1C(=O)OCC)NC1=CC=NC=C1